2'-amino-2'-deoxyguanosine-5'-triphosphate P(O)(=O)(OP(=O)(O)OP(=O)(O)O)OC[C@@H]1[C@H]([C@H]([C@@H](O1)N1C=NC=2C(=O)NC(N)=NC12)N)O